2-chloro-6,7-dimethyl-1,2-dihydroquinoline-3-carbaldehyde ClC1NC2=CC(=C(C=C2C=C1C=O)C)C